3''-chloro-4''-((3-chloropyridin-2-yl)methoxy)-3-(2-hydroxypropan-2-yl)-5',6''-dimethyl-2H,2''H-[1,2':4',1''-terpyridine]-2,2''-dione ClC=1C(N(C(=CC1OCC1=NC=CC=C1Cl)C)C1=CC(=NC=C1C)N1C(C(=CC=C1)C(C)(C)O)=O)=O